2-[2-(4-chloro-3-methyl-phenyl)-benzimidazol-1-yl]-2,N-dicyclohexyl-acetamide ClC1=C(C=C(C=C1)C1=NC2=C(N1C(C(=O)NC1CCCCC1)C1CCCCC1)C=CC=C2)C